CN(C=1NC(C=2NC=NC2N1)=S)C N2,N2-dimethyl-6-thio-guanine